2-(methylamino)-N-(2-(4'-(trifluoromethyl)-[1,1'-biphenyl]-4-yl)ethyl)butanamide CNC(C(=O)NCCC1=CC=C(C=C1)C1=CC=C(C=C1)C(F)(F)F)CC